hydrazine potassium salt [K].NN